CC(C)C1=C(OC2=C1C=CC=C2C2=C(C(=CC(=C2)F)F)F)C(=O)O 3-(1-methylethyl)-7-[2,3,5-tri(fluoro)phenyl]benzofuran-2-carboxylic acid